(R)-1-methyl-N-(5-(m-tolyl)-2,3-dihydro-1H-inden-1-yl)-1H-pyrazole-5-carboxamide CN1N=CC=C1C(=O)N[C@@H]1CCC2=CC(=CC=C12)C=1C=C(C=CC1)C